C(C)(C)(C)NC(CN1CC2(C1)CNC2)=O N-(tert-butyl)-2-(2,6-diazaspiro[3.3]hept-2-yl)acetamide